(2R)-2-[(2,3,5,6-Tetrafluoropyridin-4-yl)amino]propanoic acid FC1=NC(=C(C(=C1F)N[C@@H](C(=O)O)C)F)F